6-methoxyquinoline-3-carbaldehyde COC=1C=C2C=C(C=NC2=CC1)C=O